4-iodo-2,5-dimethoxy-α-methyl-phenethylamine hydrochloride Cl.IC1=CC(=C(CC(C)N)C=C1OC)OC